FC1(CCC1)CNC1=NN2C(C=N1)=C(C=C2)C=2C=C1C(=NC2)N=C(N1C(C)C)C N-((1-fluorocyclobutyl)methyl)-5-(1-isopropyl-2-methyl-1H-imidazo[4,5-b]pyridin-6-yl)pyrrolo[2,1-f][1,2,4]triazin-2-amine